C(CCCCCCCCCCC)CCC(=S)OCC(COC(CCCCCCCCCCCCCC)=S)(COC(CCSCCCCCCCCCCCC)=O)COC(CCSCCCCCCCCCCCC)=O.C1(=CC=CC=C1)C(C(CC1=CC=CC=C1)=O)=O 1,3-diphenyl-propanedione 2,2-bis{[3-(dodecylthio)-1-oxopropoxy]methyl}propane-1,3-diyl bis[3-dodecylthiopropionate]